O=C1NC(CCC1N1C(C2=C(C=C(C=C2C1)CN1CCN(CC1)C1CCN(CC1)C1=CC=C(C(=O)NC2=CC(=C(C=C2)C)NC2=NC=CC(=N2)C=2C=NC=CC2)C=C1)F)=O)=O 4-(4-(4-((2-(2,6-dioxopiperidin-3-yl)-7-fluoro-1-oxoisoindolin-5-yl)methyl)piperazin-1-yl)piperidin-1-yl)-N-(4-methyl-3-((4-(pyridin-3-yl)pyrimidin-2-yl)amino)phenyl)benzamide